N-(5-cyano-4-((2-methoxyethyl)amino)pyridin-2-yl)-5-formyl-1-isobutyl-1H-pyrrolo[3,2-b]pyridine-3-carboxamide C(#N)C=1C(=CC(=NC1)NC(=O)C1=CN(C=2C1=NC(=CC2)C=O)CC(C)C)NCCOC